N-(5-(4-((azetidin-3-yloxy)methyl)-1-methyl-1H-pyrazol-5-yl)pyrazolo[1,5-a]pyridin-2-yl)cyclopropanecarboxamide N1CC(C1)OCC=1C=NN(C1C1=CC=2N(C=C1)N=C(C2)NC(=O)C2CC2)C